1-(3-(difluoromethoxy)phenyl)cyclopropylamine hydrochloride Cl.FC(OC=1C=C(C=CC1)C1(CC1)N)F